3-Methyl-8-(1-methyl-1H-indazol-5-yl)-7-(1-methyl-1H-pyrazol-4-yl)-1-(tetrahydro-2H-pyran-4-yl)-3,6-dihydroimidazo[4,5-d]pyrrolo[2,3-b]pyridin-2(1H)-on CN1C(N(C2=C3C(=NC=C21)NC(=C3C=3C=C2C=NN(C2=CC3)C)C=3C=NN(C3)C)C3CCOCC3)=O